methacryloxypentanol C(C(=C)C)(=O)OC(CCCC)O